NC=1C(=NON1)C=1N(C2=C(C=NC=C2N1)CNC1CCNCC1)CC N-[[2-(4-amino-1,2,5-oxadiazol-3-yl)-1-ethylimidazo[5,4-d]pyridin-7-yl]methyl]piperidin-4-amine